O=C1NC2=CC=CC=C2C=C1C=O 2-Oxoquinoline-3-carbaldehyde